OC=1C=C(C(=O)OC(C)(C)C)C=CC1C(C)O tert-butyl 3-hydroxy-4-(1-hydroxyethyl)benzoate